tert-Butyl 5-Amino-3-cyclopropyl-1H-pyrazole-1-carboxylate NC1=CC(=NN1C(=O)OC(C)(C)C)C1CC1